2-(3-(4-(3-(aminomethyl)phenyl)piperidine-1-carbonyl)phenoxy)-1-((3S,4R)-3,4-dihydroxypyrrolidin-1-yl)ethanone NCC=1C=C(C=CC1)C1CCN(CC1)C(=O)C=1C=C(OCC(=O)N2C[C@@H]([C@@H](C2)O)O)C=CC1